C1(CC1)/C=C/C=1N=C2C(=NC1)N=C(S2)NC(=O)C=2C=NC(=CC2C2=CC(=NC=C2OC)C)C (E)-N-(6-(2-cyclopropylvinyl)thiazolo[4,5-b]pyrazin-2-yl)-5'-methoxy-2',6-dimethyl-[4,4'-bipyridine]-3-carboxamide